C(C)(C)N1CCN(CC1)C1=CC=C(C=C1)C1=C(CCC2=CC(=CC=C12)OC)C1=CC=C(C(=O)O)C=C1 4-(1-(4-(4-Isopropylpiperazin-1-yl)phenyl)-6-methoxy-3,4-dihydronaphthalen-2-yl)benzoic acid